CC/C=C\\C/C=C\\C/C=C\\C/C=C\\C/C=C\\CCCCC/C=C/C(=O)SCCNC(=O)CCNC(=O)[C@@H](C(C)(C)COP(=O)(O)OP(=O)(O)OC[C@@H]1[C@H]([C@H]([C@@H](O1)N2C=NC3=C(N=CN=C32)N)O)OP(=O)(O)O)O The molecule is an unsaturated fatty acyl-CoA that results from the formal condensation of the thiol group of coenzyme A with the carboxy group of (2E,9Z,12Z,15Z,18Z,21Z)-tetracosahexaenoic acid. It is an unsaturated fatty acyl-CoA and a very long-chain fatty acyl-CoA. It is a conjugate acid of a (2E,9Z,12Z,15Z,18Z,21Z)-tetracosahexaenoyl-CoA(4-).